4-(4-(2-isopropenylphenoxy)butyl)styrene C(=C)(C)C1=C(OCCCCC2=CC=C(C=C)C=C2)C=CC=C1